C(#N)C1=C(SC=2CN(CCC21)CC2=C(C(=CC=C2)F)F)NC(CC2=CC=C(C=C2)S(N)(=O)=O)=O N-(3-Cyano-6-(2,3-difluorobenzyl)-4,5,6,7-tetrahydrothieno[2,3-c]pyridin-2-yl)-2-(4-sulfamoylphenyl)acetamid